5-(1-(1H-Pyrrol-1-yl)ethyl)benzene-1,3-diol N1(C=CC=C1)C(C)C=1C=C(C=C(C1)O)O